2,2':5',2''-Terthiophene-5-carbonitrile S1C(=CC=C1C#N)C=1SC(=CC1)C=1SC=CC1